S(=O)(=O)(O)O.NC=1C=C(C=CC1)B(O)O.NC=1C=C(C=CC1)B(O)O 3-aminophenylboronic acid hemisulfate